ClC1=C(C(=CC=C1Cl)O)[C@H](C)NC(=O)C1CN(C1)CCO N-[(1S)-1-(2,3-dichloro-6-hydroxyphenyl)ethyl]-1-(2-hydroxyethyl)azetidine-3-carboxamide